(R)-2-(N-[4-amino-5-(6-methoxypyridine-3-carbonyl)thiazol-2-yl]-3,4-difluoro-anilino)propanamide NC=1N=C(SC1C(=O)C=1C=NC(=CC1)OC)N(C1=CC(=C(C=C1)F)F)[C@@H](C(=O)N)C